11-cyclopropylmethoxy-5,6,6a,7-tetrahydro-4H-dibenzo[de,g]quinolin-2-ol hydrochloride Cl.C1(CC1)COC1=CC=CC2=C1C1=C3C(CCNC3C2)=CC(=C1)O